acetyl 4,6-di-O-acetyl-3-azido-3-deoxy-2-O-methyl-1-thio-D-galactopyranoside C(C)(=O)O[C@@H]1[C@@H]([C@H](C(SC(C)=O)O[C@@H]1COC(C)=O)OC)N=[N+]=[N-]